ClC=1C(=C(C=C(C1)C1=C(C=C(C=C1C)C)C)[C@H](CC(=O)O)NC(C(CC(C)C)N1C(C(=C(C(=C1)CCN(C)C)C(F)(F)F)F)=O)=O)F (3S)-3-(5-chloro-4-fluoro-2',4',6'-trimethylbiphenyl-3-yl)-3-(2-(5-(2-(dimethylamino)ethyl)-3-fluoro-2-oxo-4-(trifluoromethyl)pyridin-1(2H)-yl)-4-methylpentanamido)propanoic acid